(3R,S)-3-{6-[(3S)-3-methylpiperazin-1-yl]pyridin-3-yl}piperidine-2,6-dione C[C@H]1CN(CCN1)C1=CC=C(C=N1)[C@@H]1C(NC(CC1)=O)=O